4-(3-(piperidin-4-yl)-1H-pyrazolo[3,4-b]pyridin-5-yl)morpholine N1CCC(CC1)C1=NNC2=NC=C(C=C21)N2CCOCC2